[6-[(4-Methylsulfonylphenyl)methyl]-2-azaspiro[3.3]heptan-2-yl]-[(3S)-3-(1H-1,2,4-triazol-5-yl)pyrrolidin-1-yl]methanone CS(=O)(=O)C1=CC=C(C=C1)CC1CC2(CN(C2)C(=O)N2C[C@H](CC2)C2=NC=NN2)C1